C(C)C1=NC=NC(=C1C1=CC=CC=C1)C1=CC=CC=C1 4-ethyl-5,6-diphenylpyrimidine